FC1=C(NC2=C(NC3=C2C(NC(C3)(C)C)=O)C3=CC(=NC=C3)NC(CC3=CC=C(C=C3)F)=O)C=CC=C1 N-{4-[3-(2-Fluoroanilino)-6,6-dimethyl-4-oxo-4,5,6,7-tetrahydro-1H-pyrrolo[3,2-c]pyridin-2-yl]pyridin-2-yl}-2-(4-fluorophenyl)acetamid